C1=CC=CC=2C3=CC=CC=C3C(C12)COC(=O)N1[C@@H](C[C@H](C1)OC1OCCCC1)C(=O)O (2S,4R)-1-(9H-fluoren-9-ylmethoxycarbonyl)-4-(oxan-2-yloxy)pyrrolidin-2-carboxylic acid